N-(2-ethoxy)phenyl-N'-(3-(1-neopentylpiperidin-4-yl)-1H-indol-5-yl)urea CCON(C(=O)NC=1C=C2C(=CNC2=CC1)C1CCN(CC1)CC(C)(C)C)C1=CC=CC=C1